NC=1N=C(C2=C(N1)C=NN2CC2=C(C=C(C=C2)CN[C@@H]2[C@@H]1COC[C@@H]1C2)OC)N[C@H](CCO)CCC (3S)-3-[(5-amino-1-{[2-methoxy-4-({[(1R,5R,6S)-3-oxabicyclo-[3.2.0]heptan-6-yl]amino}methyl)phenyl]methyl}-1H-pyrazolo-[4,3-d]pyrimidin-7-yl)amino]hexan-1-ol